CS(=O)(=O)C1=CC=C(C=C1)[C@H]([C@@H](C(=O)O)N)O (2S,3R)-3-[p-(methyl-sulfonyl)phenyl]3-hydroxy-2-amino-propanoic acid